Terbium (III) acetate hydrate O.C(C)(=O)[O-].[Tb+3].C(C)(=O)[O-].C(C)(=O)[O-]